BrC1=NC=C(C(=N1)C=1C=NN2C1N=C(C(=C2)OC)C2CC2)F 3-(2-bromo-5-fluoro-pyrimidin-4-yl)-5-cyclopropyl-6-methoxy-pyrazolo[1,5-a]pyrimidine